C12COCC(N1C=1SC3=C(N1)C=CC(=C3C(=O)NC3=C(C=CC=C3)C(NC31COC(CC3)(CC1)C(F)(F)F)=O)OC)C2 2-(3-Oxa-6-azabicyclo[3.1.1]heptan-6-yl)-6-methoxy-N-(2-((1-(trifluoromethyl)-2-oxabicyclo[2.2.2]octan-4-yl)carbamoyl)phenyl)benzo[d]thiazole-7-carboxamide